FC1=C(OC(C(=O)O)(C)C)C(=CC(=C1)CN1N=CN(C1=O)C1=CC=C(C=C1)C(F)(F)F)F 2-(2,6-difluoro-4-((5-oxo-4-(4-(trifluoromethyl)phenyl)-4,5-dihydro-1H-1,2,4-triazol-1-yl)methyl)phenoxy)-2-methylpropanoic acid